2-((3-(((S)-1-acetyl-2,2-dimethylazetidin-3-yl)oxy)-1-methyl-1H-pyrazol-4-yl)amino)-7-((3R,4R)-4-methyltetrahydrofuran-3-yl)-7H-pyrrolo[2,3-d]pyrimidine-6-carbonitrile C(C)(=O)N1C([C@H](C1)OC1=NN(C=C1NC=1N=CC2=C(N1)N(C(=C2)C#N)[C@H]2COC[C@@H]2C)C)(C)C